4-benzyloxy-6-chloro-1-(2,4-difluorophenyl)pyrazolo[3,4-d]pyrimidine C(C1=CC=CC=C1)OC1=C2C(=NC(=N1)Cl)N(N=C2)C2=C(C=C(C=C2)F)F